((R)-4-acryloyl-3-methylpiperazin-1-yl)-7-(2-amino-6-fluorophenyl)-6-chloro-1-(2-isopropyl-4-methylpyridin-3-yl)-2-oxo-1,2-dihydro-1,8-naphthyridine-3-carbonitrile C(C=C)(=O)N1[C@@H](CN(CC1)C1=C(C(N(C2=NC(=C(C=C12)Cl)C1=C(C=CC=C1F)N)C=1C(=NC=CC1C)C(C)C)=O)C#N)C